trans-furoate O1C(=CC=C1)C(=O)[O-]